BrC=1C=C(C(=O)OC)C=C(N1)C#CC1CC1 methyl 2-bromo-6-(cyclopropylethynyl)isonicotinate